NC1=NC(=NC=C1)C=1C(=NN(C1O[C@H](CCNC1=C(C=NC(=C1)Cl)C1=NC=C(C=C1)OC(F)F)C)C)C (S)-N-(3-((4-(4-Aminopyrimidin-2-yl)-1,3-dimethyl-1H-pyrazol-5-yl)oxy)butyl)-6'-chloro-5-(difluoromethoxy)-[2,3'-bipyridin]-4'-amine